NCCCC=1C=2C3=C(C(N(C3=CC1)C1C(NC(CC1)=O)=O)=O)C=CC2 3-[6-(3-aminopropyl)-2-oxo-benzo[cd]indol-1-yl]piperidine-2,6-dione